FC(C(=O)O)(F)F.CNCC1=C(OC2=C1C=CC=C2OC2=CC=C1CCN(C1=C2)C)C N-methyl-1-(2-methyl-7-((1-methylindolin-6-yl)oxy)benzofuran-3-yl)methylamine trifluoroacetate